1-hydroxy-2-(2,2,2-trifluoroethane-1-on-1-yl)-3H-naphtho[2,1-b]pyran OC=1C2=C(OCC1C(C(F)(F)F)=O)C=CC1=CC=CC=C12